Methyl (Z)-3-amino-3-cyclopentylacrylate N\C(=C/C(=O)OC)\C1CCCC1